ClC1=C(C=CC(=C1)[N+](=O)[O-])F 2-chloro-1-fluoro-4-nitro-benzene